BrC=1C=C(C2=CC=CC=C2C1)C(=O)O 3-bromonaphthalene-1-carboxylic acid